O1C(=NC=C1)CNC1=NC=NN2C1=CC=C2 N-(oxazol-2-ylmethyl)pyrrolo[2,1-f][1,2,4]triazin-4-amine